The molecule is a terpineol that is 1-menthene carrying a hydroxy substituent at position 4. It has a role as a plant metabolite, an antibacterial agent, an antioxidant, an anti-inflammatory agent, an antiparasitic agent, an antineoplastic agent, an apoptosis inducer and a volatile oil component. It is a terpineol and a tertiary alcohol. CC1=CCC(CC1)(C(C)C)O